C(\C=C/C(=O)[O-])(=O)OCCCCCCCC normal octyl maleate